N-{3-[({2-[(4-{[(aminocarbonyl)amino]-methyl}phenyl)amino]-5-(trifluoromethyl)pyrimidin-4-yl}amino)methyl]pyridin-2-yl}-N-methylmethane-sulfonamide NC(=O)NCC1=CC=C(C=C1)NC1=NC=C(C(=N1)NCC=1C(=NC=CC1)N(S(=O)(=O)C)C)C(F)(F)F